C(#N)C=1C=C(C=CC1)C=1N=C(SC1C1=CC(=NC(=C1)C)C)NC(=O)N1CCC(CC1)C(=O)NCCO N1-[4-(3-cyanophenyl)-5-(2,6-dimethyl-4-pyridinyl)thiazol-2-yl]-N4-(2-hydroxyethyl)piperidine-1,4-dicarboxamide